C(#N)C=1C=C(C=CC1)CN1C2=C(C3=CC=CC(=C13)C(=O)O)CCC2CC 4-[(3-cyanophenyl)methyl]-3-ethyl-1H,2H,3H,4H-cyclopenta[b]indole-5-carboxylic acid